C(C1=CC=CC=C1)OC(N(C=C)C=O)=O formyl-(vinyl)carbamic acid benzyl ester